[F].[Si] silicon fluorine